2-oxo-4-phenyloxazolidin-3-carboxamide O=C1OCC(N1C(=O)N)C1=CC=CC=C1